O=C1C=2C=CC=CC2C2=C1N=C(N=C2)C(F)(F)F 9-oxo-2-(trifluoromethyl)-9H-indeno[2,1-d]pyrimidine